FC=1C=C2C(=NC1NC=1C=NC=C(C1C)CC1=C(C(=NC=C1)NS(NC)(=O)=O)F)OCCO2 7-fluoro-N-[5-[[3-fluoro-2-(methylsulfamoylamino)-4-pyridyl]methyl]-4-methyl-3-pyridyl]-2,3-dihydro-[1,4]dioxino[2,3-b]pyridin-6-amine